4-[(3S)-3-hydroxypyrrolidin-1-yl]-N1-[(3R)-pyrrolidin-3-yl]-3-(1H-tetrazol-5-yl)benzene-1,2-disulfonamide O[C@@H]1CN(CC1)C=1C(=C(C(=CC1)S(=O)(=O)N[C@H]1CNCC1)S(=O)(=O)N)C1=NN=NN1